NC1=C2C(=NN1C(=O)[C@@H]1CCNC3=C(C=C(C=C13)F)C)CCOC2 |o1:8| (R*)-(3-amino-6,7-dihydropyrano[4,3-c]pyrazol-2(4H)-yl)(6-fluoro-8-methyl-1,2,3,4-tetrahydroquinolin-4-yl)methanone